3-(Trifluoromethyl)isothiazol-5-amine FC(C1=NSC(=C1)N)(F)F